6-(tert-Butoxycarbonylamino)-2-oxoindoline-1-carboxylic acid tert-butyl ester C(C)(C)(C)OC(=O)N1C(CC2=CC=C(C=C12)NC(=O)OC(C)(C)C)=O